2-chloro-4-(4-chloro-2-fluorophenylmethoxy)pyrimidine ClC1=NC=CC(=N1)OCC1=C(C=C(C=C1)Cl)F